C[C@H]1N(CCC1)CC=O 2-((R)-2-methylpyrrolidin-1-yl)ethan-1-one